phosphine isopropyl-amine salt C(C)(C)N.P